Di-tert-butyl ((5-bromo-1,3-phenylene)bis(methylene))dicarbamate BrC=1C=C(C=C(C1)CNC(OC(C)(C)C)=O)CNC(OC(C)(C)C)=O